((2-(1-(N-(2-(dinonylamino)ethyl)-N-nonylglycyl)piperidin-4-yl)ethyl)(tetradecyl)amino)dodecanoate C(CCCCCCCC)N(CCN(CC(=O)N1CCC(CC1)CCN(CCCCCCCCCCCCCC)C(C(=O)[O-])CCCCCCCCCC)CCCCCCCCC)CCCCCCCCC